OC1=C(C=CC=C1OC)C=O 2-hydroxy-3-methoxybenzene-1-formaldehyde